C1(=CC=CC=C1)C(=CC(=O)O)CCC1=CC=CC=C1 3,5-diphenylpent-2-enoic acid